C(C)(C)(C)OC(NC1CCC(CC1)CC=O)=O.OC1=C(C=CC=C1)C=CC(=O)N 3-(2-hydroxyphenyl)acrylamide tert-Butyl-N-[4-(2-oxoethyl)cyclohexyl]carbamate